C1OC=2C=C(C=CC2O1)S(=O)C1=CC2=C(C=C1)OCO2 bis[3,4-(methylenedioxy) phenyl] sulfoxide